[Na].FC(C(=O)NC1=CC(=CC=C1)N1N=C(C(=C1)C=1C=C2CCNC(C2=CC1)=O)[N+](=O)[O-])=C 2-fluoro-N-(3-(3-nitro-4-(1-oxo-1,2,3,4-tetrahydroisoquinolin-6-yl)-1H-pyrazol-1-yl)phenyl)acrylamide Sodium